NC1CCC(CC1)CC1=C(N)C=CC(=C1)CC1CCC(CC1)N 2,4-di(4-aminocyclohexylmethyl)aniline